(S)-N'-((3-ethyl-2-(2,2,2-trifluoroethyl)-6,7-dihydro-5H-cyclopenta[b]pyridin-4-yl)carbamoyl)-3-fluoro-5-(2-hydroxypropan-2-yl)thiophene-2-sulfonimidamide C(C)C=1C(=C2C(=NC1CC(F)(F)F)CCC2)NC(=O)N=[S@@](=O)(N)C=2SC(=CC2F)C(C)(C)O